[4-[6-(trifluoromethyl)-3-pyridinyl] phenyl] triflate O(S(=O)(=O)C(F)(F)F)C1=CC=C(C=C1)C=1C=NC(=CC1)C(F)(F)F